C(C1=CC=CC=C1)(=O)N1C(=NC=2N(C=NC2C1=O)[C@@H]1O[C@@H]([C@H]([C@H]1O[Si](C)(C)C(C)(C)C)OCF)CO[Si](C)(C)C(C)(C)C)NC(C)=O N-(1-benzoyl-9-((2R,3R,4R,5R)-3-((tert-butyldimethylsilyl)oxy)-5-(((tert-butyldimethylsilyl)oxy)methyl)-4-(fluoromethoxy)tetrahydrofuran-2-yl)-6-oxo-6,9-dihydro-1H-purin-2-yl)acetamide